N1(CCC1)CC1=C(C(=CC=C1F)Cl)CN (2-(azetidin-1-ylmethyl)-6-chloro-3-fluorophenyl)methylamine